1-[5-(difluoromethyl)-1,3,4-thiadiazol-2-yl]-3-(2-methoxyethyl)benzimidazol-2-one FC(C1=NN=C(S1)N1C(N(C2=C1C=CC=C2)CCOC)=O)F